2-{2-[(E)-3-(2,6-Dichloro-phenyl)-1-methyl-prop-2-en-(E)-ylideneaminooxymethyl]-phenyl}-2-[(E)-methoxyimino]-N-methylacetamide ClC1=C(C(=CC=C1)Cl)/C=C/C(/C)=N/OCC1=C(C=CC=C1)\C(\C(=O)NC)=N/OC